CN1[C@@H]2CN([C@H](C1)C2)C2=CC=CC(=N2)NC2=CC1=C(C=N2)SC(=N1)C=1C=NC=CC1C 6-[(1S,4S)-5-Methyl-2,5-diazabicyclo[2.2.1]heptan-2-yl]-N-[2-(4-methylpyridin-3-yl)-[1,3]thiazolo[5,4-c]pyridin-6-yl]pyridin-2-amine